N1C=NC2=C1C=CC(=C2)N2C(NC(C2C2=CC(=CC=C2)Cl)=O)=O 1-(1H-benzo[d]imidazol-5-yl)-5-(3-chlorophenyl)imidazolidine-2,4-dione